3-(3-fluoro-6-methyl-5-(1,4-dioxa-8-azaspiro[4.5]decan-8-yl)pyridin-2-yl)piperidine-2,6-dione FC=1C(=NC(=C(C1)N1CCC2(OCCO2)CC1)C)C1C(NC(CC1)=O)=O